C(C(=O)O)(=O)O.C(=N)N Formamidine oxalate